COC1=CC=C(CN2CC=3N=C(N(C3C2=O)C)C=2C=NC(=CC2)N2CCCC2)C=C1 5-(4-methoxybenzyl)-3-methyl-2-(6-(pyrrolidin-1-yl)pyridin-3-yl)-5,6-dihydropyrrolo[3,4-d]imidazol-4(3H)-one